2,2'-(ethane-1,2-diylbis(((8-hydroxyquinolin-2-yl)methyl)azanediyl))diacetic acid C(CN(CC1=NC2=C(C=CC=C2C=C1)O)CC(=O)O)N(CC1=NC2=C(C=CC=C2C=C1)O)CC(=O)O